NC1=NC=C(C=N1)C=1N=CN2C1N(C(C1=CC(=CC(=C21)C(C)([2H])NC=2C(=NC(=CC2)Cl)C=2N=NN(N2)C([2H])([2H])[2H])C)=O)C([2H])([2H])[2H] 3-(2-aminopyrimidin-5-yl)-9-(1-((6-chloro-2-(2-(methyl-d3)-2H-tetrazol-5-yl)pyridin-3-yl)amino)ethyl-1-d)-7-methyl-4-(methyl-d3)imidazo[1,5-a]quinazolin-5(4H)-one